3-(3-((6-((2-bromopyridin-4-yl)methoxy)pyridin-3-yl)methyl)isoxazol-5-yl)pyridin-2-amine BrC1=NC=CC(=C1)COC1=CC=C(C=N1)CC1=NOC(=C1)C=1C(=NC=CC1)N